C(C)(C)(C)C=1C(=NN2C(=NN=CC21)C2=NOC(=C2)CO)OCC2=NC=C(C(=O)NCCO)C=C2 6-((3-tert-butyl-7-(5-(hydroxymethyl)isoxazol-3-yl)pyrazolo[1,5-d][1,2,4]triazin-2-oxy)methyl)-N-(2-hydroxyethyl)nicotinamide